1-(6-hydroxy-2-methylpyridin-3-yl)-1H-1,2,3-triazole-4-carboxylic acid OC1=CC=C(C(=N1)C)N1N=NC(=C1)C(=O)O